C1(CC1)C1=CSC2=C1OCC(C2)N(C(OC(C)(C)C)=O)C tert-Butyl N-(3-cyclopropyl-6,7-dihydro-5H-thieno[3,2-b]pyran-6-yl)-N-methyl-carbamate